5-bromo-N-((1S,2R)-1-(5-oxo-4,5-dihydro-1,3,4-oxadiazol-2-yl)-2-(quinoline-8-yl)propyl)pyridine-2-sulfonamide BrC=1C=CC(=NC1)S(=O)(=O)N[C@@H]([C@H](C)C=1C=CC=C2C=CC=NC12)C=1OC(NN1)=O